C(C)NC(CN1C(C=CC(=C1)C1=NSC(=N1)C1=CC(=CC=C1)F)=O)=O N-ethyl-2-(5-(5-(3-fluorophenyl)-1,2,4-thiadiazol-3-yl)-2-oxopyridin-1(2H)-yl)acetamide